ClCCC(OCC1=C(C=C(C=C1)F)F)C1=CC=CC=C1 1-((3-chloro-1-phenylpropoxy)methyl)-2,4-difluorobenzene